(5-methoxy-2-methoxycarbonyl-pyridin-1-ium-1-yl)-(p-tolylsulfonyl)azanide (R)-(1-oxo-1-(piperidin-1-yl)-3-(4'-(trifluoromethyl)[1,1'-biphenyl]-4-yl)propan-2-yl)carbamate O=C([C@@H](CC1=CC=C(C=C1)C1=CC=C(C=C1)C(F)(F)F)NC(O)=O)N1CCCCC1.COC=1C=CC(=[N+](C1)[N-]S(=O)(=O)C1=CC=C(C=C1)C)C(=O)OC